NC=1C(=NN(C1)C1CCC(CC1)CN(C1CCC(CC1)NC1=C2C(N(C(C2=CC=C1)=O)C1C(NC(CC1)=O)=O)=O)C)C(F)F 4-[[4-[[4-[4-Amino-3-(difluoromethyl)pyrazol-1-yl]cyclohexyl]methyl-methyl-amino]cyclohexyl]amino]-2-(2,6-dioxo-3-piperidyl)isoindoline-1,3-dione